3-(dimethylamino)-2-fluoro-1-(4-methyl-2-(methylamino)thiazol-5-yl)prop-2-en-1-one CN(C=C(C(=O)C1=C(N=C(S1)NC)C)F)C